ClC=1C(=C2CN(CC2=CC1)C(C1=C(C=C(C(=C1)C(C)C)OC)O)=O)NC(\C=C\CN(C)C)=O (E)-N-(5-Chloro-2-(2-hydroxy-5-isopropyl-4-methoxybenzoyl)isoindolin-4-yl)-4-(dimethylamino)but-2-enamide